(S)-N-(6-(5-(cyanomethyl)-6,7-dihydro-5H-pyrrolo[2,1-c][1,2,4]triazol-3-yl)pyridin-2-yl)-5-(4-cyclopropyl-1H-imidazol-1-yl)-2-fluoro-4-methylbenzamide C(#N)C[C@@H]1CCC2=NN=C(N21)C2=CC=CC(=N2)NC(C2=C(C=C(C(=C2)N2C=NC(=C2)C2CC2)C)F)=O